cyclopenta[a]phenanthren-3-yl 12-(tert-butoxycarbonyl)-7-(3-((tert-butoxycarbonyl)amino)propyl)-19,19-dimethyl-6,17-dioxo-18-oxa-3,4-dithia-7,12,16-triazaicosanoate C(C)(C)(C)OC(=O)N(CCCCN(C(CSSCC(=O)OC=1C=CC2=C3C=CC=4C=CCC4C3=CC=C2C1)=O)CCCNC(=O)OC(C)(C)C)CCCNC(OC(C)(C)C)=O